C(C)(C)C1=C(C(=CC=C1)C(C)C)N1C(N(C(=C1C)C)CC1=C(C=C(C=C1C)C)C)=[Ag-2]Cl 1-(2,6-diisopropylphenyl)-4,5-dimethyl-3-(2,4,6-trimethylbenzyl)-imidazol-2-ylidenesilver(I) chloride